FC1=C(C(=C(C=C1)F)C(=C)C)F 1,2,4-Trifluoro-3-(prop-1-en-2-yl)benzene